C1(CC1)SCC(=O)NC1=CC(=CC=C1)C=1OC=2C(=NC=CC2)N1 2-(cyclopropylthio)-N-(3-(oxazolo[4,5-b]pyridin-2-yl)phenyl)acetamide